Tetrahydroindenone C1CC(=O)C2=CC=CCC21